C(C)OC(=O)C1=NNC2=C1CN(C(C2)C)C(=O)OC(C)(C)C 6-methyl-6,7-dihydro-4H-pyrazolo[4,3-c]Pyridine-3,5-dicarboxylic acid 5-tert-butyl 3-ethyl ester